C(CCCCCCCCCCC)OC(COP(=O)(OC1=CC=C(C=C1)[N+](=O)[O-])N[C@@H](CC1=CC=CC=C1)C(=O)OCCCCCCCCCCCC)=O Dodecyl ((2-(dodecyloxy)-2-oxoethoxy)(4-nitrophenoxy)phosphoryl)-L-phenylalaninate